COC1=CC=C(C=C1)C(=C)CC1=CC=CC=C1 2-(4-methoxyphenyl)-3-phenyl-1-propene